C1=CC=CC=2C3=CC=CC=C3C(C12)COC(=O)NC(C(=O)O)C1=CC(=CC=C1)[N+](=O)[O-] ((((9H-fluoren-9-yl)methoxy)carbonyl)amino)-2-(3-nitrophenyl)acetic acid